C(=C)C1=CC=2N(C(=C1)C#N)N=CC2F 5-vinyl-3-fluoropyrazolo[1,5-a]pyridine-7-carbonitrile